(R,E)-N-(4-((4-(benzo[d]thiazol-5-yloxy)-2-methoxy-5-methylphenyl)amino)-7-methoxyquinazoline-6-yl)-2-fluoro-3-(1-methylpyrrolidin-2-yl)acrylamide S1C=NC2=C1C=CC(=C2)OC2=CC(=C(C=C2C)NC2=NC=NC1=CC(=C(C=C21)NC(/C(=C\[C@@H]2N(CCC2)C)/F)=O)OC)OC